C1(=CC=C(C=C1)CC1OCCO1)C1=CC=CC=C1 2-([1,1'-biphenyl]-4-ylmethyl)-1,3-dioxolane